CC1N(CC(C1)=C)C(=O)OC(C)(C)C tert-butyl 2-methyl-4-methylenepyrrolidine-1-carboxylate